CC=1CC2(C(CCC(CC2O)(C)C)CC1)C 3,4a,7,7-tetramethyl-4,4a,5,6,7,8,9,9a-octahydro-1H-benzo[7]annulen-5-ol